3'-Ethoxy-4'-(7-oxo-6,7-dihydro-3H-[1,2,3]triazolo[4,5-d]pyrimidin-5-yl)-[1,1'-biphenyl]-4-carboxylic acid C(C)OC=1C=C(C=CC1C=1NC(C2=C(N1)NN=N2)=O)C2=CC=C(C=C2)C(=O)O